6-(morpholine-4-carbonyl)-8-(naphthalen-1-yl)quinolin N1(CCOCC1)C(=O)C=1C=C2C=CC=NC2=C(C1)C1=CC=CC2=CC=CC=C12